C(CCCCCCCCCCC)C(=O)CCCCCCCCCCCCCCCCCCCCCCCC n-tetracosyl dodecyl ketone